(2R,3S,4S,5R,6R)-2-(hydroxymethyl)-6-octoxyoxane-3,4,5-triol OC[C@H]1O[C@H]([C@@H]([C@H]([C@@H]1O)O)O)OCCCCCCCC